FC=1C(=CC=2C3=C(NC(C2C1)=O)COC[C@@H]3N(C(=O)C3C=1C=CC=CC1C3)C)F N-((R)-8,9-difluoro-6-oxo-1,4,5,6-tetrahydro-2H-pyrano[3,4-c]isoquinolin-1-yl)-N-methylbicyclo[4.2.0]octa-1(6),2,4-triene-7-carboxamide